Cl.ClC1=CC2=C(N=N1)N(C=C2)CC2N(CCOC2)C 3-({3-Chloro-7H-pyrrolo[2,3-c]pyridazin-7-yl}methyl)-4-methylmorpholine hydrochloride